Cl.CC1=C(C2=C(S1)CCC2)N 2-methyl-4H,5H,6H-cyclopenta[b]thiophene-3-amine hydrochloride